C(C)(C)(C)N=P(N1CCCC1)(N1CCCC1)N1CCCC1 t-butylimino-tris(pyrrolidino)phosphorane